CN(C1=CC=C(C=C1)CCCN(C1CCC2=CC=CC=C12)C)C N-(3-(4-(dimethyl-amino)phenyl)propyl)-N-methyl-2,3-dihydro-1H-inden-1-amine